C(CCCCCCCCCCCCCCC)N1CN(C=C1)CCC 1-hexadecyl-3-propylimidazole